C(C)(C)(C)C1=CC=C(C=C1)N(C(=O)[C@@H]1N(CC(C1)(C)O)C(=O)[O-])C(C(=O)NC1CCCCC1)C=1C=NC=CC1 (2R)-2-[(4-tert-butylphenyl)-[2-(cyclohexylamino)-2-oxo-1-(3-pyridyl)ethyl]carbamoyl]-4-hydroxy-4-methyl-pyrrolidine-1-carboxylate